ClC=1C=C(C=CC1F)NC1=NC=NC2=CC(=C(C=C12)OCCCN1CCOCC1)O 4-[(3-chloro-4-fluorophenyl)amino]-6-{[3-(1,4-oxazinane-4-yl)propyl]oxy}quinazolin-7-ol